3-(3-(4,4,5,5-tetramethyl-1,3,2-dioxaborolan-2-yl)phenyl)pyridazine CC1(OB(OC1(C)C)C=1C=C(C=CC1)C=1N=NC=CC1)C